C(C1=CC=CC=C1)NC(CN1N=C(C(=C1)C1=CC=NC2=CC=CC=C12)C1=NC(=CC=C1)C)=O N-benzyl-2-(3-(6-methylpyridin-2-yl)-4-(quinolin-4-yl)-1H-pyrazol-1-yl)acetamide